C12(C(=CC=C3C4=CC=CC=C4C=C13)N)C=CC=C1C3=CC=CC=C3C=C12 (spirobifluorenyl)amine